N1CCC(CC1)C=O 4-Piperidinecarbaldehyde